Cl.COC1(CCN(CC1)C=1C=C2C(=CC=NC2=CC1)C(=O)O)C 6-(4-Methoxy-4-methylpiperidin-1-yl)quinoline-4-carboxylic acid HCl